Cl.C(C)C=1C(NC2=CC(=CC=C2N1)CN1CCNCC1)=O 3-ethyl-7-[(piperazin-1-yl)methyl]-1,2-dihydroquinoxalin-2-one hydrochloride